ClC=1C=C(C=CC1)N1N=C(C=C1NC(=O)C=1C=NN2C1N=CC=C2)C N-(1-(3-chlorophenyl)-3-methyl-1H-pyrazol-5-yl)pyrazolo[1,5-a]pyrimidine-3-carboxamide